3-benzenesulfonyl-1,2,5-oxadiazol C1(=CC=CC=C1)S(=O)(=O)C1=NON=C1